(1R)-1-{5-[2-(1H-pyrrol-1-yl)phenyl]-1,2,4-oxadiazol-3-yl}-6-azaspiro[2.5]octane-6-sulfonamide N1(C=CC=C1)C1=C(C=CC=C1)C1=NC(=NO1)[C@@H]1CC12CCN(CC2)S(=O)(=O)N